phenyl-2,4,6-trimethylbenzoyl-phosphinoLithium C1(=CC=CC=C1)P([Li])C(C1=C(C=C(C=C1C)C)C)=O